C(C)OC(=C)C1=C(C=C(C=C1)C1(CC1)NC(OC(C)(C)C)=O)F tert-butyl (1-(4-(1-ethoxyvinyl)-3-fluorophenyl)cyclopropyl)carbamate